FC=1C=C(CN2C[C@H](N(CC2)C(=O)OC(C)(C)C)C)C=C(C1)C(F)(F)F (R)-tert-butyl 4-(3-fluoro-5-(trifluoromethyl) benzyl)-2-methylpiperazine-1-carboxylate